4-(4-(5-(2,6-difluoro-4-((isopropylamino)methyl)phenyl)-1H-pyrazolo[3,4-c]pyridin-3-ylcarbamoyl)-3-fluorophenyl)piperazine-1-carboxylic acid methyl ester COC(=O)N1CCN(CC1)C1=CC(=C(C=C1)C(NC1=NNC2=CN=C(C=C21)C2=C(C=C(C=C2F)CNC(C)C)F)=O)F